C(C1=CC=CC=C1)NC(\C=C/C1=CC=C(C=C1)SC)=O (Z)-N-benzyl-3-(4-methylthiophenyl)acrylamide